C(C)OC=1C=C(C=CC1OC)C1=CC(=CC=C1)C1CB(OC1)O 4-(3'-Ethoxy-4'-methoxy-[1,1'-biphenyl]-3-yl)-1,2-oxaborolan-2-ol